methylenebis(benzenesulfonate) C(C1=C(C=CC=C1)S(=O)(=O)[O-])C1=C(C=CC=C1)S(=O)(=O)[O-]